tert-butyl 6-[8-({8-fluoro-2-methylimidazo[1,2-a]pyridin-6-yl} carbamoyl) quinoxalin-5-yl]-3-azabicyclo[4.1.0]heptane-3-carboxylate FC=1C=2N(C=C(C1)NC(=O)C=1C=CC(=C3N=CC=NC13)C13CCN(CC3C1)C(=O)OC(C)(C)C)C=C(N2)C